ClC1=C(C(=O)NCC(C2=C(N=CS2)C(F)F)N2CCC(CC2)OC2=NC=CC=C2C#N)C(=CC=C1)F 2-Chloro-N-(2-{4-[(3-cyanopyridin-2-yl)oxy]piperidin-1-yl}-2-[4-(difluoromethyl)-1,3-thiazol-5-yl]ethyl)-6-fluorobenzamid